diphenyl phosphate mono(2-ethylhexyl)phosphite C(C)C(COP(O)O)CCCC.P(=O)(OC1=CC=CC=C1)(OC1=CC=CC=C1)O